FC=1C=C2C(=NN=C(C2=CC1N1CCNCC1)N[C@H](C)C1=C(C(=CC=C1)C(F)(F)F)C)C (R)-6-fluoro-4-methyl-N-(1-(2-methyl-3-(trifluoromethyl)phenyl)ethyl)-7-(piperazin-1-yl)phthalazin-1-amine